3-amino-N-(5-(3-(3,3-dimethylbutoxy)-5-fluorophenyl)-4-(2-isopropylphenyl)thiazol-2-yl)benzenesulfonamide NC=1C=C(C=CC1)S(=O)(=O)NC=1SC(=C(N1)C1=C(C=CC=C1)C(C)C)C1=CC(=CC(=C1)F)OCCC(C)(C)C